6-(1-(4-(Trifluoromethoxy)benzyl)-1H-indazole-7-carboxamido)spiro[3.3]heptane-2-carboxylic acid FC(OC1=CC=C(CN2N=CC3=CC=CC(=C23)C(=O)NC2CC3(CC(C3)C(=O)O)C2)C=C1)(F)F